[Na+].N(CC(=O)O)CC(=O)[O-] iminodiacetic acid monosodium salt